2-(8-fluoro-6-(5-fluoro-2-(piperidin-4-ylamino)pyrimidin-4-yl)quinolin-4-yl)propan-2-ol FC=1C=C(C=C2C(=CC=NC12)C(C)(C)O)C1=NC(=NC=C1F)NC1CCNCC1